3-oxopropane-1-sulfonamide O=CCCS(=O)(=O)N